tert-butyl (1S)-6-chloro-8-iodo-1-[[(3S)-tetrahydropyran-3-yl]methyl]-1,3,4,9-tetrahydropyrido[3,4-b]indole-2-carboxylate ClC=1C=C2C3=C(NC2=C(C1)I)[C@@H](N(CC3)C(=O)OC(C)(C)C)C[C@H]3COCCC3